butyl 2-(2-chloro-6-(6-(methylcarbamoyl)pyrimidin-4-yl)pyridin-4-yl)-6-(trifluoromethyl)morpholine-4-carboxylate ClC1=NC(=CC(=C1)C1CN(CC(O1)C(F)(F)F)C(=O)OCCCC)C1=NC=NC(=C1)C(NC)=O